1-((2R,5S)-4-benzyl-5-(4-fluorophenyl)-2-methylpiperazin-1-yl)-2,2-dimethylpropan-1-one C(C1=CC=CC=C1)N1C[C@H](N(C[C@@H]1C1=CC=C(C=C1)F)C(C(C)(C)C)=O)C